(2,4)-bipyridocyclododecan-4-one N1=C(CC(C2=C1CCCCCCCCCC2)=O)C2=CC=NC=1CCCCCCCCCCC12